platinum bis(acetylacetone) C(C)(=O)CC(C)=O.C(C)(=O)CC(C)=O.[Pt]